3-(3-benzothienyl)-L-alanine S1C=C(C2=C1C=CC=C2)C[C@H](N)C(=O)O